The molecule is a leukotriene anion that is the conjugate base of Delta(6)-trans-12-epi-leukotriene B4, obtained by deprotonation of the carboxylic acid function; major species at pH 7.3. It is a leukotriene anion, a hydroxy polyunsaturated fatty acid anion and a long-chain fatty acid anion. It is a conjugate base of a Delta(6)-trans-12-epi-leukotriene B4. CCCCC/C=C\\C[C@@H](/C=C/C=C/C=C/[C@H](CCCC(=O)[O-])O)O